C(C)(C)C1=NN(C=C1[N+](=O)[O-])C(C#N)(C)C 2-(3-Isopropyl-4-nitro-1H-pyrazol-1-yl)-2-methylpropanenitrile